(R)-2-(1-(5-chloro-2-((6-methoxy-2-methyl-1,2,3,4-tetrahydroisoquinolin-7-yl)amino)pyrimidin-4-yl)-3-methylindolin-3-yl)acetic acid ClC=1C(=NC(=NC1)NC1=C(C=C2CCN(CC2=C1)C)OC)N1C[C@](C2=CC=CC=C12)(C)CC(=O)O